C(C)(C)[Ti+3].C(CCCCCCCCCCCCCCC(C)C)(=O)[O-].C(CCCCCCCCCCCCCCC(C)C)(=O)[O-].C(CCCCCCCCCCCCCCC(C)C)(=O)[O-] triisostearic acid isopropyl-titanium salt